C([C@@H](C(=O)[O-])N)SSC[C@@H](C(=O)[O-])N.[Li+].[Li+] lithium cystinate